NC1C2=CC=CC=C2CC12CCN(CC2)C2=NC=C(C([C@H]2C)=O)C#CCC=2C=NC(=CC2)O (S)-2-(1-amino-1,3-dihydro-spiro[inden-2,4'-piperidin]-1'-yl)-5-(3-(6-hydroxypyridin-3-yl)prop-1-yn-1-yl)-3-methylpyridin-4(3H)-one